sodium 9-decenoate sodium salt [Na+].C(CCCCCCCC=C)(=O)[O-].[Na+].C(CCCCCCCC=C)(=O)[O-]